FC([C@H]1N(C(SC1)=C=O)C=1N=C2N(CCOC3=C2C=CC(=C3)NC(C(=O)N)C)C1)F 2-((2-((R)-4-(difluoromethyl)-2-carbonylthiazolidine-3-yl)-5,6-dihydrobenzo[f]imidazo[1,2-d][1,4]oxazepin-9-yl)amino)propanamide